ClC1=CC=C2C(=C1)NC(C21N(C(C=2N=C(N(C21)C(C)C)C=2C=NC(=CC2OC)OCC)=O)C2=CC(=CC(=C2)F)Cl)=O 6-chloro-5'-(3-chloro-5-fluorophenyl)-2'-(6-ethoxy-4-methoxypyridin-3-yl)-3'-isopropyl-3'H-spiro[indoline-3,4'-pyrrolo[3,4-d]imidazole]-2,6'(5'H)-dione